1-[(2R)-2-(5-bromo-2-fluorophenoxy)-3-fluoropropyl]-1H-tetrazole BrC=1C=CC(=C(O[C@H](CN2N=NN=C2)CF)C1)F